(1s,4s)-4-phenyl-1,2,3,4-tetrahydro-N-methyl-1-naphthylamine hydrochloride Cl.C1(=CC=CC=C1)[C@@H]1CC[C@@H](C2=CC=CC=C12)NC